COC(CC(C)OCC1=CC=C(C=C1)OC)OC ((4,4-dimethoxybut-2-yl)oxy)methyl-4-methoxybenzene